1,4-bis(methyldimethoxysilyl)butane C[Si](CCCC[Si](OC)(OC)C)(OC)OC